p-acetamido-benzenesulfonyl azide C(C)(=O)NC1=CC=C(C=C1)S(=O)(=O)N=[N+]=[N-]